C12NCC(C(C1)OCC1=C(C=C(C=C1)NC(CC1=C(C=CC=C1)Cl)=O)S(N)(=O)=O)CC2 N-(4-(((2-azabicyclo[2.2.2]oct-5-yl)oxy)methyl)-3-sulfamoylphenyl)-2-(2-chlorophenyl)acetamide